5-bromo-2-iodo-1,3-dimethyl-benzene BrC=1C=C(C(=C(C1)C)I)C